NC(C([C@@H](C[C@H]1C(NCC1)=O)NC([C@H](CC1CCCCC1)NC(=O)C1(C2=CC=CC=C2C=2C=CC=CC12)O)=O)=O)=O N-((S)-1-(((R)-4-amino-3,4-dioxo-1-((S)-2-oxopyrrolidin-3-yl)butan-2-yl)amino)-3-cyclohexyl-1-oxopropan-2-yl)-9-hydroxy-9H-fluorene-9-carboxamide